(±)-3-(3-methyl-2-oxo-5-(piperidin-4-yl)-2,3-dihydro-1H-benzo[d]imidazol-1-yl)piperidine-2,6-dione hydrochloride Cl.CN1C(N(C2=C1C=C(C=C2)C2CCNCC2)[C@H]2C(NC(CC2)=O)=O)=O |r|